C[C@H]1N(CCOC1)C1=CC(=C2C(=N1)C(=NS2)C2=CC=NN2)C2(CCCC2)C(=O)N 1-{5-[(3R)-3-methylmorpholin-4-yl]-3-(1H-pyrazol-5-yl)-[1,2]thiazolo[4,5-b]pyridin-7-yl}cyclopentane-1-carboxamide